C1=C(C=CC=2C3=CC=CC=C3NC12)C(C(=O)NCC1=CC=C(C=C1)O)(C)C 2-(9H-carbazol-2-yl)-N-(4-hydroxybenzyl)-2-methylpropanamide